Aluminum Secbutoxide CC([O-])CC.[Al+3].CC([O-])CC.CC([O-])CC